C(C)C=1OC(=CC1C(=O)O)CC 2,5-diethyl-furan-3-carboxylic acid